trans-decaline C1CCC[C@@H]2CCCC[C@@H]12